(R)-N-(2-(4-ethylpiperazin-1-yl)-5-((6-(3-(3-fluoro-5-(3-fluorophenoxy)phenyl)isoxazolidin-2-yl)pyrimidin-4-yl)amino)-4-methoxyphenyl)acrylamide C(C)N1CCN(CC1)C1=C(C=C(C(=C1)OC)NC1=NC=NC(=C1)N1OCC[C@@H]1C1=CC(=CC(=C1)OC1=CC(=CC=C1)F)F)NC(C=C)=O